(+/-)-1-[(3aS,6aS)-hexahydro-1H-furo[3,4-c]pyrrol-3a-yl]methylamine C1OC[C@@]2([C@H]1CNC2)CN |r|